M-bis(trifluoromethyl)benzene methyl-6-methoxy-2-((5s,8s)-1-methyl-2-oxo-3-oxa-1-azaspiro[4.5]decan-8-yl)-2H-indazole-5-carboxylate COC(=O)C1=CC2=CN(N=C2C=C1OC)C1CCC2(COC(N2C)=O)CC1.FC(C1=CC(=CC=C1)C(F)(F)F)(F)F